5-diazabicyclo[5.4.0]undecene N12NCCC=CC2CCCC1